C[SiH](C1=CC=C(C=C1)C(=C)C1=CC=CC=C1)C 1-[4-(dimethylsilyl)phenyl]-1-phenylethene